3-{4-[2-(methylamino)ethyl]piperazin-1-yl}propanamide CNCCN1CCN(CC1)CCC(=O)N